FC1(C[C@H](NC1)C(=O)O)F (4-fluoro)-4-fluoroproline